(S)-N-((S)-1-(5-bromo-1-((2-(trimethylsilyl)ethoxy)methyl)-1H-imidazol-2-yl)-7-oxononyl)-6-ethyl-6-azaspiro[2.5]octane-1-carboxamide BrC1=CN=C(N1COCC[Si](C)(C)C)[C@H](CCCCCC(CC)=O)NC(=O)[C@H]1CC12CCN(CC2)CC